BrC1=C(C=O)C(=CC=C1C(F)(F)F)F 2-bromo-6-fluoro-3-(trifluoromethyl)benzaldehyde